C1(CCC2C1=CC1=CC3=CC=CC=C3C1=C2)=O dihydrocyclopenta[b]fluoren-1(2H)-one